(5-chloro-2-(4-chloro-1H-1,2,3-triazol-1-yl)phenyl)pyridazin-3(2H)-one ClC=1C=CC(=C(C1)N1N=CC=CC1=O)N1N=NC(=C1)Cl